Acetyl-N-Methyl-L-lysine C(C)(=O)N([C@@H](CCCCN)C(=O)O)C